[3-(OCTYLOXY)PHENYL]BORANEDIOL C(CCCCCCC)OC=1C=C(C=CC1)B(O)O